ClC1=C(N)C=C(C(=C1)Cl)Cl 2,4,5-trichloroaniline